(E)-3-(4-phenoxyphenyl)but-2-ene O(C1=CC=CC=C1)C1=CC=C(C=C1)/C(=C/C)/C